3,6-dichloropyridine-formaldehyde ClC=1C(=NC(=CC1)Cl)C=O